C12(CCCC(C1)C2)C(=O)O bicyclo[3.1.1]heptanoic acid